BrC1=CC=2C[C@@H]3N(CC2C=C1)[C@@H](CN(C3)C3=C1C=CC=NC1=C(C=C3)C#N)C 5-((4R,11aS)-9-bromo-4-methyl-1,3,4,6,11,11a-hexahydro-2H-pyrazino[1,2-b]isoquinolin-2-yl)quinoline-8-carbonitrile